(±)-2-(3-Pyridinyl)-1-azabicyclo[2.2.2]octane N1=CC(=CC=C1)[C@@H]1N2CCC(C1)CC2 |r|